N-(3-fluorophenyl)piperidine-4-carboxamide hydrochloride Cl.FC=1C=C(C=CC1)NC(=O)C1CCNCC1